OCCC(CC)C 2-hydroxyethyl-methylpropane